N-benzoyloxy-1-(4-phenylmethylthiophenyl)octan-1-one-2-imine C(C1=CC=CC=C1)(=O)ON=C(C(=O)C1=CC=C(C=C1)SCC1=CC=CC=C1)CCCCCC